COC1CCC(CC1)CN[C@H]1[C@H](CCCCC1)OC=1C=C2CN(C(C2=CC1)=O)C1C(NC(CC1)=O)=O 3-(5-(((1S,2R)-2-((((1r,4R)-4-methoxycyclohexyl)methyl)amino)cycloheptyl)oxy)-1-oxoisoindolin-2-yl)piperidine-2,6-dione